NC1=NC=NN2C1=CC=C2[C@@]2(O[C@@]([C@H]([C@H]2O)O)(CO)F)C#N (2R,3R,4S,5S)-2-(4-aminopyrrolo[2,1-f][1,2,4]triazin-7-yl)-5-fluoro-3,4-dihydroxy-5-(hydroxymethyl)tetrahydrofuran-2-carbonitrile